(S)-3-cyclohexyl-1,3,4,5-tetrahydro-2H-benzo[e][1,4]diazepin-2-one C1(CCCCC1)[C@@H]1NCC2=C(NC1=O)C=CC=C2